2-Chloro-N-(5-cyclopropyl-1H-pyrazol-3-yl)pyrimidin-4-amine ClC1=NC=CC(=N1)NC1=NNC(=C1)C1CC1